5-chloro-2-(difluoromethyl)-N-((1r,4r)-4-((3-(4-(hydroxy-methyl)phenyl)-2-oxo-2,3-dihydro-1H-benzo[d]imidazol-1-yl)methyl)cyclohexyl)nicotinamide ClC=1C=NC(=C(C(=O)NC2CCC(CC2)CN2C(N(C3=C2C=CC=C3)C3=CC=C(C=C3)CO)=O)C1)C(F)F